methyl undecyl sulfoxide C(CCCCCCCCCC)S(=O)C